C1(CC1)S(=O)(=O)NC1=NC=CC(=N1)C(C(=O)NC1=CC=C(C=C1)C1=NC(=CN=C1)C(F)(F)F)(C)C 2-(2-(cyclopropanesulfonylamino)pyrimidin-4-yl)-2-methyl-N-(4-(6-(trifluoromethyl)pyrazin-2-yl)phenyl)propanamide